CN(C)C(C[SiH2]C1=CC(=CC=C1)C=C)N(C)C bis(dimethylamino)ethyl-(3-vinylphenyl)silane